C(C)SC=1C=2N(C=CC1)C(=NC2)C(C)(C)NC(=O)[C@@H]2[C@@H]1CNC[C@]21C(=O)OC(C)(C)C tert-butyl (1R,5S,6R)-6-((2-(8-(ethylthio)imidazo[1,5-a]pyridin-3-yl)propan-2-yl) carbamoyl)-3-azabicyclo[3.1.0]hexane-carboxylate